C1(CC1)C1=CC=CC(=N1)C(=O)NC=1C(=C(C=2N(C1)C=C(N2)C2CCNCC2)F)C(C)(C)O 6-cyclopropyl-N-(8-fluoro-7-(2-hydroxypropan-2-yl)-2-(piperidin-4-yl)imidazo[1,2-a]pyridin-6-yl)pyridinecarboxamide